phosphoric acid, phosphoric acid salt P(O)(O)(O)=O.P(O)(O)(O)=O